benzyl N-[(1S)-1-[[(1S)-2-amino-2-oxo-1-[[(3S)-2-oxopyrrolidin-3-yl]methyl]ethyl] carbamoyl]-3-methyl-butyl]carbamate NC([C@H](C[C@H]1C(NCC1)=O)NC(=O)[C@H](CC(C)C)NC(OCC1=CC=CC=C1)=O)=O